FC=1C=NC(=NC1)CC1(CN(CC1)CC1=CN=C(S1)NC(C)=O)C N-(5-((3-((5-fluoropyrimidin-2-yl)methyl)-3-methylpyrrolidin-1-yl)methyl)thiazol-2-yl)acetamide